5-(2-fluoro-4-(trifluoromethyl)phenyl)-4-methyl-N-((4-methylmorpholin-2-yl)methyl)pyrimidin-2-amine, formate salt C(=O)O.FC1=C(C=CC(=C1)C(F)(F)F)C=1C(=NC(=NC1)NCC1CN(CCO1)C)C